FC1=NC=CC=C1S(=O)(=O)N 2-fluoropyridine-3-sulfonamide